O[C@@H]1[C@@H](CCCC1)NC(=O)N [(1R,2S)-2-hydroxycyclohexyl]urea